3-(imidazo[1,2-b]pyridazin-3-ylethynyl)-2-methyl-N-(3-(trifluoromethyl)phenyl)benzamide N=1C=C(N2N=CC=CC21)C#CC=2C(=C(C(=O)NC1=CC(=CC=C1)C(F)(F)F)C=CC2)C